N,N,N',N'-Tetrakis(2-hydroxypropyl)-2,4,4-Trimethylhexamethylendiamin OC(CN(CC(CC(CCN(CC(C)O)CC(C)O)(C)C)C)CC(C)O)C